2'-{5-[(7R)-7-amino-2-azabicyclo[2.2.1]heptane-2-carbonyl]-7-methoxy-1-methyl-1H-1,3-benzodiazol-2-yl}-1'-(cyclopropylmethyl)-6-fluoro-2,3-dihydro-1H,1'H-[5,6'-biindole]-2-one N[C@H]1C2N(CC1CC2)C(=O)C2=CC1=C(N(C(=N1)C=1N(C3=CC(=CC=C3C1)C=1C=C3CC(NC3=CC1F)=O)CC1CC1)C)C(=C2)OC